(2-ethyl-benzimidazol-1-yl)acetic acid C(C)C1=NC2=C(N1CC(=O)O)C=CC=C2